[(R)-1-(4-bromophenyl)propyl]carbamate BrC1=CC=C(C=C1)[C@@H](CC)NC([O-])=O